5-[(4-hydroxy-2,6-dimethyl-phenyl)methyl]-3,3-dimethyl-indolin-2-one OC1=CC(=C(C(=C1)C)CC=1C=C2C(C(NC2=CC1)=O)(C)C)C